5-cyclopropoxypyridine-2-sulfonyl fluoride C1(CC1)OC=1C=CC(=NC1)S(=O)(=O)F